NC[C@@H](C(=O)NC=1C=CC=C2C(=CNC12)C=1C(=NNC1C)C)C1=CC=CC=C1 (2S)-3-amino-N-[3-(3,5-dimethyl-1H-pyrazol-4-yl)-1H-indol-7-yl]-2-phenyl-propanamide